NCCC(C(=O)N)C[C@@H](C)[C@H]1CC[C@H]2[C@@H]3CC[C@@H]4CCCC[C@]4(C)[C@H]3CC[C@]12C aminoethyl-5β-cholanoamide